C(C)(C)C(C(=O)O)(C)C(C)C 2,2-diisopropylpropionic acid